4-(dimethylsilyl)-1-methyl-1H-indole C[SiH](C1=C2C=CN(C2=CC=C1)C)C